C(C1=CC=CC=C1)[C@H]1N(CCN(C1)C)C1=NC=C2C(=N1)N(N=C2C=2C(=C(C(=C(C2)C(F)(F)F)F)O)F)C (R)-3-(6-(2-Benzyl-4-methylpiperazin-1-yl)-1-methyl-1H-pyrazolo[3,4-d]pyrimidin-3-yl)-2,6-difluoro-5-(trifluoromethyl)phenol